C(C)(C)(C)OC(=O)N1CC(=CCC1)C1=C(C=C(C=C1)[N+](=O)[O-])CSC 3-(2-(methylthiomethyl)-4-nitrophenyl)-5,6-dihydropyridine-1(2H)-carboxylic acid tert-butyl ester